CC(C1=CC=CC=C1)O alpha-(methyl)benzyl alcohol